CC=1N=C(N(C1C)CCCCCCNCC(=C)C)C1=CC=CC=C1 (6-(4,5-dimethyl-2-phenyl-1H-imidazol-1-yl)hexyl)(2-methyl-2-propenyl)amine